9-octadecatrienoic acid CCCCCCCC/C=C/C/C=C/C=C/CCC(=O)O